FCC1=NC2=C(N1C1=NC(=CC(=N1)N=S(=O)(C)C)N1[C@@H](COCC1)C)C=CC=C2 (R)-((2-(2-(fluoromethyl)-1H-benzo[d]imidazol-1-yl)-6-(3-methylmorpholino)-pyrimidin-4-yl)imino)dimethyl-λ6-sulfanone